sodium tolyl-triazole C1(=C(C=CC=C1)C=1N=NNC1)C.[Na]